(4-Cyano-3-(trifluoromethyl)phenyl)-2-hydroxy-2-methyl-3-(3-(trifluoromethyl)-1H-pyrazol-1-yl)propanamide C(#N)C1=C(C=C(C=C1)C(C(C(=O)N)(C)O)N1N=C(C=C1)C(F)(F)F)C(F)(F)F